(2R)-2-[(3S)-3,4-dimethylpiperazin-1-yl]-(3-{2-[(3-methoxy-1-methyl-1H-pyrazol-4-yl)amino]pyrimidin-4-yl}-1H-indol-7-yl)propanamide C[C@H]1CN(CCN1C)[C@](C(=O)N)(C)C=1C=CC=C2C(=CNC12)C1=NC(=NC=C1)NC=1C(=NN(C1)C)OC